6-fluoro-5-(4-(4-isopropylpiperazin-1-yl)phenyl)pyridine-2-amine FC1=C(C=CC(=N1)N)C1=CC=C(C=C1)N1CCN(CC1)C(C)C